C(C1=CC=CC=C1)OC1=C2C=CN(C2=C(C(=C1)Cl)Cl)C#C[Si](C(C)C)(C(C)C)C(C)C 4-(benzyloxy)-6,7-dichloro-1-((triisopropylsilyl)ethynyl)-1H-indole